O1CNCC12CCCCC2 1-oxa-3-aza-spiro[4.5]decane